tert-butyl (S)-2-[6-(3-methyl-1H-pyrrolo[2,3-b]pyridin-5-yl)-2-[1-methyl-3-(trifluoromethyl)pyrazole-4-carbonyl]-3,4-dihydro-1H-isoquinolin-8-yl]pyrrolidine-1-carboxylate CC1=CNC2=NC=C(C=C21)C=2C=C1CCN(CC1=C(C2)[C@H]2N(CCC2)C(=O)OC(C)(C)C)C(=O)C=2C(=NN(C2)C)C(F)(F)F